N[C@H](C(=O)N1[C@@H]([C@H]2C([C@H]2C1)(C)C)C(=O)OC)CC=1C=NC=CC1 methyl (1R,2S,5S)-3-[(2S)-2-amino-3-(3-pyridyl)propanoyl]-6,6-dimethyl-3-azabicyclo[3.1.0]hexane-2-carboxylate